FC(C1=CC=C(C=C1)N1N=NC(=C1COC1=CC=C(N=N1)N1CC(C1)C(=O)NC1=NN(C=C1)C)C)F 1-(6-((1-(4-(Difluoromethyl)phenyl)-4-methyl-1H-1,2,3-triazol-5-yl)methoxy)pyridazine-3-yl)-N-(1-methyl-1H-pyrazol-3-yl)azetidine-3-carboxamide